1,3-dimethyl-2-dodecylimidazolinium C[NH+]1C(N(CC1)C)CCCCCCCCCCCC